OC=C(C(C(CC)N)N)N 1-hydroxy-2,3,4-tri-aminohexene